The molecule is a member of the class of xanthones that is 9H-xanthene substituted by a methyl group at position 6, hydroxy groups at positions 3 and 8, an oxo group at position 9 and a methoxy carbonyl at position 1. It has been isolated from Microdiplodia species and Aspergillus sydowii. It has a role as an Aspergillus metabolite. It is a member of xanthones, a polyphenol, an aromatic ester and a methyl ester. CC1=CC(=C2C(=C1)OC3=CC(=CC(=C3C2=O)C(=O)OC)O)O